tert-Butyl N-(2-{4-[6-amino-5-(2,4-difluorobenzoyl)-2-oxopyridin-1(2H)-yl]-3,5-difluorophenyl}ethyl)-L-alaninate NC1=C(C=CC(N1C1=C(C=C(C=C1F)CCN[C@@H](C)C(=O)OC(C)(C)C)F)=O)C(C1=C(C=C(C=C1)F)F)=O